tert-Butyl (3S)-3-{[5-(2-chloro-4-hydroxyphenyl)-1-trityl-1H-indazol-3-yl]carbamoyl}piperidine-1-carboxylate ClC1=C(C=CC(=C1)O)C=1C=C2C(=NN(C2=CC1)C(C1=CC=CC=C1)(C1=CC=CC=C1)C1=CC=CC=C1)NC(=O)[C@@H]1CN(CCC1)C(=O)OC(C)(C)C